[I-].C(CC)N1CN(C=C1)C 1-propyl-3-methylimidazole iodide salt